FC1=C(C(=C(C=C1OC)OC)F)N1C(N(C2=C(C1)C=NC(=C2)C=2C(=NN(C2)C)C)CC=2C=NN(C2)C)=O 3-(2,6-difluoro-3,5-dimethoxyphenyl)-7-(1,3-dimethyl-1H-pyrazol-4-yl)-1-((1-methyl-1H-pyrazol-4-yl)methyl)-3,4-dihydropyrido[4,3-d]pyrimidin-2(1H)-one